C(C)[C@@]12N(C=3C(=NN=C(C3)C3=C(C=CC=C3)O)NC1)C[C@@H](C2)OC2=NC=C(C=C2)C=C 2-((6aS,8R)-6a-ethyl-8-((5-vinylpyridin-2-yl)oxy)-5,6,6a,7,8,9-hexahydropyrrolo[1',2':4,5]pyrazino[2,3-c]pyridazin-2-yl)phenol